n-hexanal CCCCCC=O